(14-(ethylamino)-14-oxomyristoyl)glycine C(C)NC(CCCCCCCCCCCCC(=O)NCC(=O)O)=O